ClC1=CC(N(C=C1)\C=C\CCCCCCCC)=O (E)-4-Chloro-1-(dec-1-en-1-yl)pyridin-2(1H)-one